C1(=CC=CC=C1)C1CCCC=2N1C1=NC(=CC=C1N2)C=2C=NC(=NC2)N2CCOCC2 4-(5-(9-phenyl-6,7,8,9-tetrahydroimidazo[1,2-a:5,4-b']dipyridin-2-yl)pyrimidin-2-yl)morpholine